C1(C=CC(N1CCCC(=O)ON1C(CCC1=O)=O)=O)=O N-(gamma-maleimidobutyryloxy)succinimide